4-(8-fluoro-7-methylimidazo[1,2-a]pyridin-3-yl)-7-((5-((4-methylpiperazin-1-yl)methyl)pyridin-2-yl)amino)isoindolin-1-one FC=1C=2N(C=CC1C)C(=CN2)C2=C1CNC(C1=C(C=C2)NC2=NC=C(C=C2)CN2CCN(CC2)C)=O